C(=CC=CCC)C1=CC=CC=C1 1,3-hexadienylbenzene